C(C=C)OC1=C(C=C(C=C1C(C)(C)C)C)[Si](C)(C)Cl (2-(allyloxy)-3-(tert-butyl)-5-methylphenyl)chlorodimethylsilane